3,6,9,12,15,18,21-heptaoxadocosane CCOCCOCCOCCOCCOCCOCCOC